5-(((trans-3-(3-cyclopropyl-4-(6-oxo-1,6-dihydropyridin-2-yl)-1H-pyrazol-1-yl)cyclobutyl)methyl)amino)-2-(2,6-dioxopiperidin-3-yl)isoindoline-1,3-dione C1(CC1)C1=NN(C=C1C=1NC(C=CC1)=O)[C@@H]1C[C@H](C1)CNC=1C=C2C(N(C(C2=CC1)=O)C1C(NC(CC1)=O)=O)=O